The molecule is a guanosine where the hydrogens of the amine group at C-2 are substituted by methyl groups. It has a role as a human metabolite. CN(C)C1=NC2=C(C(=O)N1)N=CN2[C@H]3[C@@H]([C@@H]([C@H](O3)CO)O)O